androsta-16-en-3alpha-ol C[C@@]12C=CC[C@H]1[C@@H]1CCC3C[C@@H](CC[C@]3(C)[C@H]1CC2)O